N-[(1H-indol-6-yl)methyl]-6-(piperidin-1-yl)pyrido[2,3-b]pyrazin-3-amine N1C=CC2=CC=C(C=C12)CNC1=CN=C2C(=N1)N=C(C=C2)N2CCCCC2